C(C1=CC=CC=C1)(=O)O[C@@H](C(=O)[O-])[C@H](C(=O)O)OC(C1=CC=CC=C1)=O.FC=1C=CC=C2CCOC(C12)C[NH3+] 1-(8-fluoroisochroman-1-yl)-N-methyl-ammonium (2R,3R)-2,3-bis(benzoyloxy)-3-carboxypropionate